N[13C@@H]([13CH2][13CH]([13CH3])[13CH3])[13C](=O)O Leucine-13C6